((3,4-Dimethoxybenzyl)amino)-1-(tetrahydro-2H-pyran-2-yl)-1H-pyrazole-3-carboxylic acid ethyl ester C(C)OC(=O)C1=NN(C=C1NCC1=CC(=C(C=C1)OC)OC)C1OCCCC1